2-azetidineone N1C(CC1)=O